C1(CC1)[C@]1(C(N(C[C@@H]1C(F)F)C=1C=2N(N=CC1)C=C(C2)C=2C=NN(C2)C)=O)C#N |r| rac-(3R,4R)-3-cyclopropyl-4-(difluoromethyl)-1-(6-(1-methyl-1H-pyrazol-4-yl)pyrrolo[1,2-b]pyridazin-4-yl)-2-oxopyrrolidine-3-carbonitrile